FC(F)(F)C=1N(C=C(CC1C(=O)[O-])C(=O)[O-])C1=CC=CC=C1 trifluoromethyl(phenyl)-1,4-dihydropyridine-3,5-dicarboxylate